2-(4-(9-benzyl-6-(1-methylcyclopropoxy)-9H-purin-8-yl)-3-chlorophenoxy)acetamide C(C1=CC=CC=C1)N1C2=NC=NC(=C2N=C1C1=C(C=C(OCC(=O)N)C=C1)Cl)OC1(CC1)C